C1(=CCCCC1)C1=CN=CC(=N1)NC=1C(=NOC1C1=CC=C(C(=N1)C)NC(=O)C1C(CCCC1)C(=O)O)C 2-((6-(4-((6-(cyclohex-1-en-1-yl)pyrazin-2-yl)amino)-3-methylisoxazol-5-yl)-2-methylpyridin-3-yl)carbamoyl)cyclohexane-1-carboxylic acid